CC=1C=C2C(C=C(OC2=C(C1)C(C)NC1=C(C(=O)O)C=CC=C1)N1CCC2(CCN(C2=O)C)CC1)=O 2-[1-[6-Methyl-2-(2-methyl-1-oxo-2,8-diazaspiro[4.5]decan-8-yl)-4-oxo-chromen-8-yl]ethylamino]benzoic Acid